OC(=O)C(F)(F)F.ONC(C1=CC=C(C=C1)CCCN1CCC(CC1)CNC1C(C1)C1=CC=C(C=C1)C(=O)N1CCCCC1)=O N-hydroxy-4-(3-(4-(((2-(4-(piperidine-1-carbonyl)phenyl)cyclopropyl)amino)methyl)piperidin-1-yl)propyl)benzamide TFA Salt